BrC=1C(=NC(=NC1)NC1=CC2=C(N=CN2C)C=C1)NC1=C(C=CC=C1)P(=O)(C)C 5-bromo-N4-(2-dimethylphosphorylphenyl)-N2-(3-methylbenzimidazol-5-yl)pyrimidine-2,4-diamine